tert-Butyl 4-(10-((3,4-difluorophenyl)carbamoyl)-3,4-dihydrobenzo[b][1,6]naphthyridin-2(1H)-yl)piperidine-1-carboxylate FC=1C=C(C=CC1F)NC(=O)C1=C2C(=NC=3CCN(CC13)C1CCN(CC1)C(=O)OC(C)(C)C)C=CC=C2